4-[(2S)-2-[8-amino-1-[4-(2-pyridylcarbamoyl)phenyl]imidazo[1,5-a]pyrazin-3-yl]pyrrol-1-yl]piperidine-1-carboxylic acid tert-butyl ester C(C)(C)(C)OC(=O)N1CCC(CC1)N1C(=CC=C1)C1=NC(=C2N1C=CN=C2N)C2=CC=C(C=C2)C(NC2=NC=CC=C2)=O